tert-Butyl ((3S,5R)-1-((R)-7-((tert-butyldimethylsilyl)oxy)-3-carbamoyl-6,7-dihydro-5H-cyclopenta[b]pyridin-4-yl)-5-methylpiperidin-3-yl)carbamate [Si](C)(C)(C(C)(C)C)O[C@@H]1CCC=2C1=NC=C(C2N2C[C@H](C[C@H](C2)C)NC(OC(C)(C)C)=O)C(N)=O